1-isopropyl-3-(2-methylthiazol-5-yl)-2,4-dioxo-1,2,3,4-tetrahydropyrimidine-5-carboxamide C(C)(C)N1C(N(C(C(=C1)C(=O)N)=O)C1=CN=C(S1)C)=O